C1(CC1)C(C(=O)[O-])C(=O)C 2-cyclopropylacetoacetate